C(C)(=O)OC\C=C\CC=CC1=CC=CC=C1 (E)-6-phenylhex-2,5-dien-1-yl acetate